2,4-dichlorophenylamine ClC1=C(C=CC(=C1)Cl)N